benzyl-thiazolidinone 6-bromo-1-nitrosonaphthalenbenzyl-(S)-(2-((5-bromo-3-fluoro-2-hydroxyphenyl)amino)-1-(4,4-difluorocyclohexyl)-2-oxoethyl)carbamate BrC=1C=C2C=CCC(C2=CC1)(C1=CC=CC=C1CN(C(O)=O)[C@H](C(=O)NC1=C(C(=CC(=C1)Br)F)O)C1CCC(CC1)(F)F)N=O.C(C1=CC=CC=C1)N1C(SCC1)=O